COC=1C(=CC(=NC1)C)C1=C(C=NC(=C1)C)C(=O)NC=1SC=2C(=NC=C(N2)C)N1 5'-methoxy-2',6-dimethyl-N-(6-methylthiazolo[4,5-b]pyrazin-2-yl)-[4,4'-bipyridine]-3-carboxamide